2-((R)-2,3-dihydroxypropyl)-8-(naphthalen-1-ylmethyl)-6-oxo-9-(3-(trifluoromethyl)phenyl)-3,4-dihydro-2H,6H-pyrido[1,2-e][1,2,5]thiadiazine-4-carboxylic acid 1,1-dioxide O[C@H](CN1S(C=2N(C(C1)C(=O)O)C(C=C(C2C2=CC(=CC=C2)C(F)(F)F)CC2=CC=CC1=CC=CC=C21)=O)(=O)=O)CO